COC1=C(C=C(C=C1)S(=O)(=O)N(CCC)C)N1C(CNCC1)C 4-Methoxy-N-methyl-3-(2-methylpiperazin-1-yl)-N-propyl-benzenesulfonamide